FC=1C=2N(C=C(C1)NC(=O)C=1C=3N=CC=NC3C(=CC1)N1CC(NCC1)C)C=C(N2)C N-{8-fluoro-2-methylimidazo[1,2-a]pyridin-6-yl}-8-(3-methylpiperazin-1-yl)quinoxaline-5-carboxamide